2H,4H,5H-pyrazolo[4,3-c]Pyridine-7-carboxylic acid methyl ester COC(=O)C=1C=2C(CNC1)=CNN2